trans-N-((trans-4-(3-Cyano-4-methoxyphenyl)cyclohexyl)methyl)-N-(4-(2-cyclopropyl-oxazol-4-yl)pyridine-2-yl)-4-hydroxycyclohexanecarboxamide C(#N)C=1C=C(C=CC1OC)[C@@H]1CC[C@H](CC1)CN(C(=O)[C@@H]1CC[C@H](CC1)O)C1=NC=CC(=C1)C=1N=C(OC1)C1CC1